CC1(COC1)C1=NNC=C1 3-(3-methyl-oxetan-3-yl)-1H-pyrazole